2,7-bis{4-[(3-dimethylaminobutyl)aminomethyl]phenyl}-4-phenyl-7H-pyrrolo[2,3-d]pyrimidine CN(C(CCNCC1=CC=C(C=C1)C=1N=C(C2=C(N1)N(C=C2)C2=CC=C(C=C2)CNCCC(C)N(C)C)C2=CC=CC=C2)C)C